C(C1=CC=CC=C1)N1C[C@H]([C@]2(C=3C=CC(=NC3CNC2)C2=C(C=CC=C2)OCC)CC1)CC |r| rac-(3S,4S)-1-benzyl-2'-(2-ethoxyphenyl)-3-ethyl-7',8'-dihydro-6'H-spiro[piperidine-4,5'-[1,7]naphthyridine]